ethyl 4-hydroxy-6-methyl-1,5-naphthyridine-3-carboxylate OC1=C(C=NC2=CC=C(N=C12)C)C(=O)OCC